O1C(=CC=C1)C1=NC2=C(N1CN1C(CC(C1)CCC)=O)C=CC(=C2)C(F)(F)F 1-{[2-(2-furyl)-5-(trifluoromethyl)-1H-benzimidazol-1-yl]methyl}-4-propyl-pyrrolidin-2-one